α-methyl-m-vinylbenzylglycidylether CC(C1=CC(=CC=C1)C=C)C(C1CO1)OC(C1CO1)C(C1=CC(=CC=C1)C=C)C